COC=1C=CC2=C(C(N3C(CN2C(=O)[O-])CC(=C3)C)=O)C1 7-methoxy-2-methyl-5-oxo-11,11a-dihydro-1H-pyrrolo[2,1-c][1,4]benzodiazepine-10(5H)-carboxylate